[Si](C)(C)(C(C)(C)C)OCC(CC1C2(C3=CC=CC=C3C1)CCC(CC2)(C(=O)OC)NC2=CC(=CC=C2)Cl)CO methyl (1r,4r)-2'-[2-({[tert-butyl(dimethyl)silyl]oxy}methyl)-3-hydroxypropyl]-4-(3-chloroanilino)-2',3'-dihydrospiro[cyclohexane-1,1'-indene]-4-carboxylate